NC(C(=O)O)CN(C1=CC=CC=C1)C 2-amino-3-[methyl(phenyl)amino]propanoic acid